ClC=1N=CC2=C(C=CC(=C2C1)C(C)C)N1CC(C1)CS(=O)(=O)CC 3-Chloro-8-(3-((ethylsulfonyl)methyl)azetidin-1-yl)-5-isopropylisoquinoline